tert-butyl 4-(2-oxo-ethoxy)-piperidine-1-carboxylate O=CCOC1CCN(CC1)C(=O)OC(C)(C)C